P(=S)([O-])([O-])[O-].[Na+].[Ca+2] calcium sodium thiophosphate